(2S,4R)-4-(3-methylbenzyl)pyrrolidine CC=1C=C(C[C@@H]2CCNC2)C=CC1